FC=1C=CC2=C(C3=C(SC(=C3)C3=CC=C(C=C3)OC)C3=C(C2=O)C=CC(=C3)N3CCCC3)C1 5-fluoro-2-(4-methoxyphenyl)-11-(pyrrolidin-1-yl)-8H-dibenzo[3,4:6,7]cyclohepta[1,2-b]thiophen-8-one